1-[2-acryloyloxyethyl]-3-butylimidazole C(C=C)(=O)OCCN1CN(C=C1)CCCC